NC1CCC(CC1)C(=O)N1CCN(CC1)CCC1=CC2=C(N(C(N2C)=O)C2C(NC(CC2)=O)=O)C=C1 3-[5-[2-[4-(4-Aminocyclohexanecarbonyl)piperazin-1-yl]ethyl]-3-methyl-2-oxo-benzimidazol-1-yl]piperidine-2,6-dione